N=C1C=C2C(N=C1O)=CC=CC=C2 iminocyclohepta[b]pyridin-2-ol